N(#N)=CC(CC[C@H](NC(=O)OC(C)OC(C(C)C)=O)C(=O)OC(C)C)=O 1-Methylethyl 6-(1λ5-diazynylidene)-N-({1-[(2-methylpropanoyl)oxy]ethoxy}carbonyl)-5-oxo-L-norleucinate